C1(CC1)CN1C(=CC=2C1=C1C=CNC1=CC2)C2=NC1=C(N2C)C(=CC(=C1)C(=O)O)F 2-[1-(cyclopropylmethyl)-6H-pyrrolo[2,3-e]indol-2-yl]-7-fluoro-1-methyl-benzimidazole-5-carboxylic acid